5-[[5-[4-(4-Fluoro-1-methyl-4-piperidyl)-2-methoxy-phenyl]-1H-pyrazol-3-yl]amino]pyrazine-2-carbonitrile FC1(CCN(CC1)C)C1=CC(=C(C=C1)C1=CC(=NN1)NC=1N=CC(=NC1)C#N)OC